2-chloro-4-cyanobenzenesulfonyl chloride ClC1=C(C=CC(=C1)C#N)S(=O)(=O)Cl